CN1[C@H](CNCC1)C (2S)-1,2-dimethylpiperazine